CN(S(=O)(=O)N1CC2(C1)CNC2)C N,N-dimethyl-2,6-diazaspiro[3.3]heptane-2-sulfonamide